C(C)(=O)N1[C@@H](CCC1)C1=NC2=C(N1)C=C(C=C2C(=O)NC2=C(C(=CC=C2)Cl)C)NC(=O)C2=C(C=CC=C2)C(F)(F)F 2-[(2S)-1-acetylpyrrolidin-2-yl]-N-(3-chloro-2-methylphenyl)-6-({[2-(trifluoromethyl)phenyl]carbonyl}amino)-1H-benzoimidazole-4-carboxamide